CC1=CC=C(C=C1)S(=O)(=O)O.NC/C(/COC1=CC2=C(N=C(O2)NCC=2C=NC(=CC2)OC)C=C1)=C/F (Z)-6-((2-(amino-methyl)-3-fluoro-allyl)oxy)-N-((6-methoxypyridin-3-yl)methyl)benzo-[d]oxazol-2-amine 4-methylbenzene-sulfonate